2-Cyclopentyl-N-[2,6-dimethyl-4-(2-phenyl-morpholin-4-yl)-phenyl]-acetamide C1(CCCC1)CC(=O)NC1=C(C=C(C=C1C)N1CC(OCC1)C1=CC=CC=C1)C